1-[(4-chlorophenyl)methyl]-7-[(1S,3S)-3-hydroxycyclopentyl]-4-methyl-2-[3-(trifluoromethoxy)phenoxy]-1H,4H,5H,6H,7H,8H-imidazo[4,5-e][1,4]diazepine-5,8-dione ClC1=CC=C(C=C1)CN1C(=NC=2N(C(CN(C(C21)=O)[C@@H]2C[C@H](CC2)O)=O)C)OC2=CC(=CC=C2)OC(F)(F)F